O=C1NC(CCC1C1=NN(C2=CC(=CC=C12)NC(CN1CCCC1)=O)C)=O [2-[[3-(2,6-dioxo-3-piperidyl)-1-methyl-indazol-6-yl]amino]-2-oxo-ethyl]pyrrolidin